2-(3-methoxyphenyl)-2-ethylaminocyclohexanone COC=1C=C(C=CC1)C1(C(CCCC1)=O)NCC